O=C1N(C2=CC=C(C=C2C1)OC(F)(F)F)CC(=O)N 2-[2-oxo-5-(trifluoromethoxy)-2,3-dihydro-1H-indol-1-yl]acetamide